COC1=C(C=CC(=C1)/C=C/C(=O)NCCCCNCCCNC(=O)/C=C\C2=CC(=C(C=C2)O)OC)O N1,N10-Diferuloylspermidine